OC(C(=O)N1CC2=C(N=C(NC2=O)C2(CC2)C2=CC=CC=C2)CC1)C1=NC(=CC=C1)C 6-(2-hydroxy-2-(6-methylpyridin-2-yl)acetyl)-2-(1-phenylcyclopropyl)-5,6,7,8-tetrahydropyrido[4,3-d]pyrimidin-4(3H)-one